C1(CC1)NC1=CC=C(C(=N1)F)C1=NN2C(N=CC=C2)=C1C(=O)N[C@@H]1C(NC2=C(C(=N1)C1=CC=CC=C1)C=CC=C2)=O 2-[6-(cyclopropylamino)-2-fluoropyridin-3-yl]-N-[(3S)-2-oxo-5-phenyl-1,3-dihydro-1,4-benzodiazepine-3-Yl]pyrazolo[1,5-a]pyrimidine-3-carboxamide